ClC1=CC(=C(C=C1)C1=NC(=NC2=NC(=C(N=C12)C)C)N1C[C@@H](OCC1)C=1C=NC(=NC1)C)F 4-(4-chloro-2-fluorophenyl)-6,7-dimethyl-2-((2S)-2-(2-methyl-5-pyrimidinyl)-4-morpholinyl)pteridine